CC1=CN=C(N=N1)N[C@@H]1C[C@H](CC1)NC1=CC=C(C=N1)N1C(C=CC(=C1)C=1N=NNC1)=O 6'-(((1S,3S)-3-((6-Methyl-1,2,4-triazin-3-yl)amino)cyclopentyl)amino)-5-(1H-1,2,3-triazol-4-yl)-2H-[1,3'-bipyridin]-2-one